1,4-bis[4-(6-acryloxyhexyloxy)benzoyloxy]-2-methylbenzene C(C=C)(=O)OCCCCCCOC1=CC=C(C(=O)OC2=C(C=C(C=C2)OC(C2=CC=C(C=C2)OCCCCCCOC(C=C)=O)=O)C)C=C1